methyl-ammonium iodide chloride [Cl-].[I-].C[NH3+].C[NH3+]